N'-(2,4-dichlorophenyl)-1-(thiazol-2-yl)-3-(trifluoromethyl)-1H-pyrazole-4-carbohydrazide ClC1=C(C=CC(=C1)Cl)NNC(=O)C=1C(=NN(C1)C=1SC=CN1)C(F)(F)F